(2E)-4-(morpholin-4-yl)but-2-enoic acid hydrogen chloride Cl.N1(CCOCC1)C/C=C/C(=O)O